NC1=NC=2C=CC(=CC2C2=C1COC2)C(=O)N(C)[C@H]2COC1=C2C=CC(=C1)Br 4-amino-N-((3R)-6-bromo-2,3-dihydro-1-benzofuran-3-yl)-N-methyl-1,3-dihydrofuro[3,4-c]quinoline-8-carboxamide